2-oxo-1,2-dihydrobenzo[cd]indole-6-sulfonamide O=C1NC2=CC=C(C=3C2=C1C=CC3)S(=O)(=O)N